methyl (2S,4S)-4-(methoxy)pyrrolidine-2-carboxylate CO[C@H]1C[C@H](NC1)C(=O)OC